3-(5-(((1R,2R)-2-(((4-methoxytetrahydro-2H-pyran-4-yl)methyl)amino)cyclohexyl)oxy)-1-oxoisoindolin-2-yl)piperidine-2,6-dione COC1(CCOCC1)CN[C@H]1[C@@H](CCCC1)OC=1C=C2CN(C(C2=CC1)=O)C1C(NC(CC1)=O)=O